4-(4-(benzo[d]thiazol-2-ylcarbamoyl)benzyl)-N-isopropylpiperazine-1-carboxamide S1C(=NC2=C1C=CC=C2)NC(=O)C2=CC=C(CN1CCN(CC1)C(=O)NC(C)C)C=C2